O1COC2=C1C=CC(=C2)CCC2=NN=C1SCC(=NN12)C1=CC=C(C=C1)F 3-[2-(1,3-Benzodioxole-5-yl)ethyl]-6-(4-fluorophenyl)-7H-[1,2,4]triazolo[3,4-b][1,3,4]thiadiazine